N-(3-Chlorophenyl)-6-morpholin-4-yl-N1-phenyl-[1,3,5]triazine-2,4-diamine hydrochloride Cl.ClC=1C=C(C=CC1)NC1N(C(=NC(=N1)N)N1CCOCC1)C1=CC=CC=C1